2-(4-(3-(1-(5-ethylpyrimidin-2-yl)piperidin-4-yl)propoxy)-2,6-difluorophenyl)-1-(3-((((2S,3R,4R,5R)-2,3,4,5,6-pentahydroxyhexyl)amino)methyl)azetidin-1-yl)ethan-1-one C(C)C=1C=NC(=NC1)N1CCC(CC1)CCCOC1=CC(=C(C(=C1)F)CC(=O)N1CC(C1)CNC[C@@H]([C@H]([C@@H]([C@@H](CO)O)O)O)O)F